tert-Butyl 2-(6-morpholino-2-nitropyridin-3-yl)-1H-indole-1-carboxylate O1CCN(CC1)C1=CC=C(C(=N1)[N+](=O)[O-])C=1N(C2=CC=CC=C2C1)C(=O)OC(C)(C)C